1-(9-((2r,4s,5r)-4-hydroxy-5-(hydroxymethyl)tetrahydrofuran-2-yl)-8-oxo-8,9-dihydro-7H-purin-6-yl)-3-methylurea O[C@H]1C[C@@H](O[C@@H]1CO)N1C2=NC=NC(=C2NC1=O)NC(=O)NC